2-(chloromethyl)-5-(4-fluoro-2-methylphenyl)pyridine ClCC1=NC=C(C=C1)C1=C(C=C(C=C1)F)C